[Si](C)(C)(C(C)(C)C)OC[C@H]1N(S(OC1)=O)C(=O)OC(C)(C)C tert-butyl (4R)-4-(((tert-butyl dimethyl silyl)oxy)methyl)-1,2,3-oxathiazolidine-3-carboxylate 2-oxide